C[C@]12CC[C@H](C[C@@H]2O1)C(=C)C (1R,4R,6S)-1-methyl-4-(prop-1-en-2-yl)-7-oxabicyclo[4.1.0]Heptane